C1(CCCCC1)C1=CC(=C(C=C1)C1=CC=CC=C1)NC1=CC=2C(C3=CC=CC=C3C2C=C1)(C)C N-(4-cyclohexyl-biphenyl-2-yl)-9,9-dimethyl-9H-fluoren-2-amine